methyl 4-(3-(4-((4-amino-6-methylpyrimidin-2-yl)(4-methoxybenzyl)amino)butyl)piperidin-1-yl)-6-chloropyridazine-3-carboxylate NC1=NC(=NC(=C1)C)N(CCCCC1CN(CCC1)C1=C(N=NC(=C1)Cl)C(=O)OC)CC1=CC=C(C=C1)OC